methyl 5-bromo-2-[(2S)-2-(tert-butoxycarbonylamino)propoxy]pyridine-4-carboxylate BrC=1C(=CC(=NC1)OC[C@H](C)NC(=O)OC(C)(C)C)C(=O)OC